C1(CC1)[C@H](C)NC(=O)C=1NC(=NN1)C=1C=C(C=CC1)C=1OC(=CN1)C(=O)N[C@H](C(=O)OC)C(C)(C)C methyl (S)-2-(2-(3-(5-(((S)-1-cyclopropylethyl)carbamoyl)-4H-1,2,4-triazol-3-yl)phenyl)oxazole-5-carboxamido)-3,3-dimethylbutanoate